FC1=C(OC=2N=NC(=CC2C(=O)NC2=CC(=CC=C2)S(=O)(=NC)C)C(F)(F)F)C=CC=C1F 3-(2,3-difluorophenoxy)-N-(3-(N,S-dimethylsulfonimidoyl)phenyl)-6-(trifluoromethyl)pyridazine-4-carboxamide